Methyl 3-(7-(2-(cyclohex-2-en-1-ylamino)-2-oxoethoxy)naphthalen-2-yl)-3-(2,3-dihydrobenzofuran-5-yl)propanoate C1(C=CCCC1)NC(COC1=CC=C2C=CC(=CC2=C1)C(CC(=O)OC)C=1C=CC2=C(CCO2)C1)=O